4,4'-dimethoxytrityl-methane COC1=CC=C(C(C2=CC=C(C=C2)OC)(C2=CC=CC=C2)C)C=C1